bromoribose BrC(=O)[C@H](O)[C@H](O)[C@H](O)CO